4-(dimethylamino)phenylboronic acid hydrochloride Cl.CN(C1=CC=C(C=C1)B(O)O)C